CCCC/C=C\CCCCCCCC(=O)OC[C@H](COP(=O)(O)OC[C@H](CO)O)OC(=O)CCCC/C=C\C/C=C\C/C=C\C/C=C\CC 1-(9Z-tetradecenoyl)-2-(6Z,9Z,12Z,15Z-octadecatetraenoyl)-glycero-3-phospho-(1'-sn-glycerol)